C(C1=CC=C(N(CC2OC2)CC2OC2)C=C1)C1=CC=C(N(CC2OC2)CC2OC2)C=C1 4,4'-methylenebis[N,N-bis(oxiranylmethyl)aniline]